1-(4-hydroxy-5-(hydroxymethyl)-3-methoxytetrahydrofuran-2-yl)pyrimidine-2,4(1H,3H)-dione OC1C(C(OC1CO)N1C(NC(C=C1)=O)=O)OC